heneicosanol C(CCCCCCCCCCCCCCCCCCCC)O